2-(2-methylpyridin-4-yl)-N-(2-morpholinyl-5-(1H-pyrazol-4-yl)thiazolo[4,5-b]pyridin-6-yl)oxazole-4-carboxamide CC1=NC=CC(=C1)C=1OC=C(N1)C(=O)NC=1C=C2C(=NC1C=1C=NNC1)N=C(S2)N2CCOCC2